4-[2,5-dichloro-4-([1-[4-(2-cyclopropoxyphenyl)pyridin-3-yl]cyclopropoxy]methyl)phenyl]butan-1-ol ClC1=C(C=C(C(=C1)COC1(CC1)C=1C=NC=CC1C1=C(C=CC=C1)OC1CC1)Cl)CCCCO